C1(=CC=CC=C1)P(=O)(C1=C(C=2CCCCC2C=C1)C1=C(C=CC=2CCCCC12)P(=O)(C1=CC=CC=C1)C1=CC=CC=C1)C1=CC=CC=C1 (R)-2,2'-bis(diphenylphosphinyl)-5,5',6,6',7,7',8,8'-octahydro-1,1'-binaphthalene